methyl 5-(3-((pentylcarbamoyl)oxy)phenyl)nicotinate C(CCCC)NC(=O)OC=1C=C(C=CC1)C=1C=NC=C(C(=O)OC)C1